C(C)N1CCN(CC1)C1=CC=C(C=C1)NC1=NC=2C3=C(C=CC2C=N1)N=NN3C(C)C N-(4-(4-Ethylpiperazin-1-yl)phenyl)-1-iso-propyl-1H-[1,2,3]triazolo[4,5-h]quinazolin-8-amine